2-methyl-N-(3-(4-(2-oxo-1,2,3,4-tetrahydroquinolin-6-yl)phenyl)propyl)thiazole-5-carboxamide CC=1SC(=CN1)C(=O)NCCCC1=CC=C(C=C1)C=1C=C2CCC(NC2=CC1)=O